ClC=1C=C(C=CC1F)NC(=O)C1=C(N=CN1C)C1CC2CC(CC2C1)(C1=CC(=NN1CCO)[N+](=O)[O-])O N-(3-Chloro-4-fluorophenyl)-4-(5-hydroxy-5-(1-(2-hydroxyethyl)-3-nitro-1H-pyrazol-5-yl)octahydropentalen-2-yl)-1-methyl-1H-imidazole-5-carboxamide